2-(4-(3-(trifluoromethyl)benzyl)pyridin-2-yl)-5,6,7,8-tetrahydro-[1,2,3]triazolo[4,5-c]azepin-4(2H)-one FC(C=1C=C(CC2=CC(=NC=C2)N2N=C3C(C(NCCC3)=O)=N2)C=CC1)(F)F